FC(N1N=CC(=C1)N)(F)F 1-(trifluoromethyl)-1H-pyrazol-4-amine